C1(CC1)C1=NC(=NO1)C1(CCN(CC1)C(=O)N[C@H]1C(CCC[C@@H]1N1C2CN(CC1CC2)C(C)C)(F)F)C 4-(5-cyclopropyl-1,2,4-oxadiazol-3-yl)-N-{(1R,6S)-2,2-difluoro-6-[3-(propan-2-yl)-3,8-diazabicyclo[3.2.1]octan-8-yl]cyclohexyl}-4-methylpiperidine-1-carboxamide